(2-((1-(cyanomethyl)-1H-pyrazol-4-yl)amino)-5-fluoropyrimidin-4-yl)benzoic acid C(#N)CN1N=CC(=C1)NC1=NC=C(C(=N1)C1=C(C(=O)O)C=CC=C1)F